N-methyl-N-heptylurea CN(C(=O)N)CCCCCCC